(4-Piperidyl)acetonitrile N1CCC(CC1)CC#N